BrC1=NN(C2=NN=CC=C21)CC2=C(C=CC=C2)F 3-bromo-1-(2-fluorobenzyl)-1H-pyrazolo[3,4-c]pyridazine